2-{2-[5-chloro-2-(trifluoromethoxy)phenyl][1,2,4]triazolo[1,5-c]quinazolin-5-yl}-N-[2-(dimethylamino)ethyl]-D-alaninamide ClC=1C=CC(=C(C1)C1=NN2C(=NC=3C=CC=CC3C2=N1)[C@@](N)(C)C(=O)NCCN(C)C)OC(F)(F)F